ClC1NCN(C1)NC(=O)N 4-chloroImidazolidinyl-urea